C(#N)C=1C=CC(=NC1)C=1C=C2C(=C(C(N(C2=NC1)CCN1CCOCC1)=O)C(=O)OCC)O ethyl 6-(5-cyano-2-pyridyl)-4-hydroxy-1-(2-morpholinoethyl)-2-oxo-1,8-naphthyridine-3-carboxylate